Cl.FC(C(=O)N1CCNCC1)(F)F 2,2,2-trifluoro-1-(piperazin-1-yl)ethan-1-one hydrochloride